BrC=1C=C(C[C@]2(C[C@H](CC2)NS(NC)(=O)=O)C(=O)OC)C=CC1F methyl (1R,3S)-1-(3-bromo-4-fluorobenzyl)-3-((N-methylsulfamoyl)amino)cyclopentane-1-carboxylate